6-chloro-4-((thiazol-2-ylmethyl)amino)nicotinic acid methyl ester COC(C1=CN=C(C=C1NCC=1SC=CN1)Cl)=O